2-((1R,2S)-1-(2-chlorophenyl)-1-(1-(2-hydroxy-2-methylpropyl)-1H-pyrazol-4-yl)propan-2-yl)-5-hydroxy-N-(isoxazol-4-yl)-1-methyl-6-oxo-1,6-dihydropyrimidine-4-carboxamide ClC1=C(C=CC=C1)[C@H]([C@H](C)C=1N(C(C(=C(N1)C(=O)NC=1C=NOC1)O)=O)C)C=1C=NN(C1)CC(C)(C)O